FC1=CC=C(C=C1)CN1N=C(N=C1)C(=O)N[C@H]1C(N(C=2N(CC1)N=C(C2)C2CC2)C)=O |r| 1-[(4-fluorophenyl)methyl]-N-[rac-(6R)-2-cyclopropyl-4-methyl-5-oxo-7,8-dihydro-6H-pyrazolo[1,5-a][1,3]diazepin-6-yl]-1,2,4-triazole-3-carboxamide